2-bromo-3-hydroxy-5-((2-(trimethylsilyl)ethoxy)methoxy)benzaldehyde BrC1=C(C=O)C=C(C=C1O)OCOCC[Si](C)(C)C